C1(CCCC1)N1C(CN(C=2C(N[C@](NC12)(N)NC1=C(C=C2C=CNC2=C1)OC)=O)C)CC (R)-8-cyclopentyl-7-ethyl-2-[(5-methoxyindol-6-yl)amino]-5-methyl-7,8-dihydropterin